5-(2-(3-(ethoxymethyl)-4,4-difluoro-3-(2-(5-fluorothiophen-2-yl)ethyl)pyrrolidin-1-yl)propan-2-yl)-2-methylpyridine C(C)OCC1(CN(CC1(F)F)C(C)(C)C=1C=CC(=NC1)C)CCC=1SC(=CC1)F